C1(CC1)N1C(=NC2=C1C=C(C(=C2)NC(=S)NN)F)C2=CC=C(C=C2)F 1-cyclopropyl-6-fluoro-2-(4-fluorophenyl)-5-aminothioureidobenzimidazole